ClC=1C=C(CNC(=O)C2=CN=C(S2)N2CCC(CC2)N2C[C@@H](CCC2)C)C=CC1 N-(3-chlorobenzyl)-2-[(3R)-3-methyl-[1,4'-bipiperidine]-1'-yl]-1,3-thiazole-5-carboxamide